[C@H]12CC(C[C@H](CC1)N2)C2=CC=CC=1N(C(N(C12)C)=O)C1C(NC(CC1)=O)=O 3-[4-[(1R,5S)-8-Azabicyclo[3.2.1]octan-3-yl]-3-methyl-2-oxo-benzimidazol-1-yl]piperidine-2,6-dione